C(C)(C)(C)OC(=O)C1=NNC2=CC=C(C=C12)NC(=O)C=1C=NC=2N(C1C)C=NC2.BrCC2=C(C=C(C=C2)C(=O)C2CC2)F (4-(bromomethyl)-3-fluorophenyl)(cyclopropyl)methanone tert-Butyl-5-(4-methylimidazo[1,5-a]pyrimidine-3-carboxamido)-1H-indazole-3-carboxylate